tert-butyl-[[(1r,5s)-6-[5-[5-(difluoromethoxy)-3-pyridinyl]-2-isopropyl-1,2,4-triazol-3-yl]-3-bicyclo[3.1.0]hexyl]oxy]-diphenyl-monosilane C(C)(C)(C)[Si](C1=CC=CC=C1)(C1=CC=CC=C1)OC1C[C@H]2C([C@H]2C1)C=1N(N=C(N1)C=1C=NC=C(C1)OC(F)F)C(C)C